OC(=O)C(F)(F)F.O=C1N(CC2N1CCNC2)C=2C=CC(=NC2)C(=O)O 5-(3-oxo-1,5,6,7,8,8a-hexahydroimidazo[1,5-a]pyrazin-2-yl)pyridine-2-carboxylic acid TFA salt